(2R,5R)-1-[2-(6-Benzenesulfonyl-5-fluoro-3,3-dimethyl-2,3-dihydro-indol-1-yl)-2-oxo-ethyl]-5-methyl-piperazine-2-carboxylic acid methylamide hydrochloride salt Cl.CNC(=O)[C@@H]1N(C[C@H](NC1)C)CC(=O)N1CC(C2=CC(=C(C=C12)S(=O)(=O)C1=CC=CC=C1)F)(C)C